C1=C(C=CC2=CC(=CC=C12)C1=CC=C(C=C1)C=1C=CC=2N(C3=CC=CC=C3C2C1)C1=CC=CC=C1)C1=CC2=CC=CC=C2C=C1 3-[4-(2,2'-binaphthalen-6-yl)phenyl]-9-phenyl-9H-carbazole